ClC1=CC(=NC=C1)N1C=C(C2=C1N=CN=C2N2C(CN(CC2)C(=O)OC(C)(C)C)(C)C)N2C(CCC2)=O tert-Butyl 4-(7-(4-chloropyridin-2-yl)-5-(2-oxopyrrolidin-1-yl)-7H-pyrrolo[2,3-d]pyrimidin-4-yl)-3,3-dimethylpiperazine-1-carboxylate